6-methyl-2-phenyl-3-benzoyloxy-4H-pyrido[1,2-a]pyrimidin-4-one CC1=CC=CC=2N1C(C(=C(N2)C2=CC=CC=C2)OC(C2=CC=CC=C2)=O)=O